COC(CC=1SC=C(C1C1=NC2=CC=CC=C2C(N1)=O)CC(=O)OC)=O 3-(4(3H)-quinazolinone-yl)-2,4-thiophenediacetic acid dimethyl ester